O1OC(CCCC1)CO dioxepane-yl-methanol